(4-(1,4-dimethyl-1H-imidazol-2-yl)benzyl)-2-(2-isopropylphenyl)-[1,2,4]triazolo[1,5-a]pyridine CN1C(=NC(=C1)C)C1=CC=C(CC2=CC=CC=3N2N=C(N3)C3=C(C=CC=C3)C(C)C)C=C1